2-chloro-4-(8-(4-(4-((1-(2-(2,6-dioxopiperidin-3-yl)-1,3-dioxoisoindolin-5-yl)azetidin-3-yl)methyl)piperazine-1-carbonyl)phenyl)-1-methyl-2,8-diazaspiro[4.5]decan-2-yl)benzonitrile ClC1=C(C#N)C=CC(=C1)N1C(C2(CC1)CCN(CC2)C2=CC=C(C=C2)C(=O)N2CCN(CC2)CC2CN(C2)C=2C=C1C(N(C(C1=CC2)=O)C2C(NC(CC2)=O)=O)=O)C